N-(trans-3-methoxycyclobutyl)-5-(1,5-naphthyridin-2-yl)pyrrolo[2,1-f][1,2,4]triazin-2-amine CO[C@@H]1C[C@H](C1)NC1=NN2C(C=N1)=C(C=C2)C2=NC1=CC=CN=C1C=C2